N-[2-(aminomethyl)-6-methylphenyl]-2-[(1S)-1-cyclohexylethoxy]-5-fluoro-4-(3-oxo-5,6,7,8-tetrahydro[1,2,4]triazolo[4,3-a]pyridin-2(3H)-yl)benzamide NCC1=C(C(=CC=C1)C)NC(C1=C(C=C(C(=C1)F)N1N=C2N(CCCC2)C1=O)O[C@@H](C)C1CCCCC1)=O